NC1=C(C(N(C2=CC(=CC=C12)Br)C1=CC=C(C=C1)C(C)O)=O)C(=O)OC methyl amino-1-(4-(1-hydroxyethyl) phenyl)-2-oxo-7-bromo-1,2-dihydroquinoline-3-carboxylate